(Z)-1-Ethoxy-1-Phenyl-1-Hexene C(C)O\C(=C/CCCC)\C1=CC=CC=C1